6-(6-exo-hydroxy-3-phenyl-3a-(1-phenylvinyl)-1,3a,4,5,6,6a-hexahydropentalen-2-yl)hexanoic acid OC1CCC2(C(=C(CC12)CCCCCC(=O)O)C1=CC=CC=C1)C(=C)C1=CC=CC=C1